CC1=C(C(=O)OC(C)(C)C)C=C(C=C1)[N+](=O)[O-] tert-butyl 2-methyl-5-nitro-benzoate